benzyl 3-amino-3-(2,2,2-trifluoroethyl)piperidine-1-carboxylate TFA salt OC(=O)C(F)(F)F.NC1(CN(CCC1)C(=O)OCC1=CC=CC=C1)CC(F)(F)F